1,1,1-trifluoromethyl-N-propargyl-methanesulfonamide FCC(S(=O)(=O)NCC#C)(CF)CF